N-((1s,3s)-3-(6-((3-(3-(4-(2-(2,6-dioxopiperidin-3-yl)-1,3-dioxoisoindolin-5-yl)piperazin-1-yl)propoxy)benzyl)amino)-9H-purin-9-yl)cyclobutyl)-6-methylpicolinamide O=C1NC(CC[C@@H]1N1C(C2=CC=C(C=C2C1=O)N1CCN(CC1)CCCOC=1C=C(CNC2=C3N=CN(C3=NC=N2)C2CC(C2)NC(C2=NC(=CC=C2)C)=O)C=CC1)=O)=O